CC1=NC(=CC(=C1)C=1NC2=CC=C(C=C2C1C(C)C)C1CCN(CC1)CC(=O)N1CC(NCC1)=O)C 4-(2-(4-(2-(2,6-dimethylpyridin-4-yl)-3-isopropyl-1H-indol-5-yl)piperidin-1-yl)acetyl)piperazin-2-one